C[NH+](CCCCS(=O)(=O)[O-])C 4-(dimethylammonio)butane-1-sulfonate